nickel-iron lithium phosphate P(=O)([O-])([O-])[O-].[Li+].[Fe+2].[Ni+2]